C(C)(C)(C)OC(=O)N1CCC(CC1)OC1=C2C(=NC=NC2=CC(=C1)Br)NC1=CC2=C(N=CS2)C=C1.C(C)(C)C=1SC=C(N1)[Sn](CCCC)(CCCC)CCCC 2-isopropyl-4-(tributylstannyl)thiazole tert-butyl-4-({4-[(1,3-benzothiazol-6-yl)amino]-7-bromoquinazolin-5-yl}oxy)piperidine-1-carboxylate